OC=1C=C2C=CNC2=CC1 5-Hydroxyindole